2-(Carboxymethoxy)-4-chlorobenzoic acid C(=O)(O)COC1=C(C(=O)O)C=CC(=C1)Cl